(R)-N-(1-(3-(1,1-difluoro-2-hydroxyethyl)phenyl)ethyl)-4-oxo-5-(tetrahydro-2H-pyran-4-yl)-2-((2-(trimethylsilyl)ethoxy)methyl)-4,5-dihydro-2H-pyrazolo[4,3-c]pyridine-7-carboxamide FC(CO)(F)C=1C=C(C=CC1)[C@@H](C)NC(=O)C=1C=2C(C(N(C1)C1CCOCC1)=O)=CN(N2)COCC[Si](C)(C)C